CC(CCOC=1C=C(C=C(C1)OCCC(CCCC(C)C)C)CN)CCCC(C)C (3,5-Bis((3,7-dimethyloctyl)oxy)phenyl)methylamine